hexa-(amino-phenoxy)cyclotriphosphazene hydrochloride Cl.NC1=C(OP2(=NP(=NP(=N2)(OC2=C(C=CC=C2)N)OC2=C(C=CC=C2)N)(OC2=C(C=CC=C2)N)OC2=C(C=CC=C2)N)OC2=C(C=CC=C2)N)C=CC=C1